(S)-N-(4-cyclobutyl-5-(3,4-difluorophenyl)-1-methyl-1H-pyrazol-3-yl)-3-ethoxy-4,4,4-trifluorobutanamide C1(CCC1)C=1C(=NN(C1C1=CC(=C(C=C1)F)F)C)NC(C[C@@H](C(F)(F)F)OCC)=O